3-[3-[3-methoxy-1-(4-methyl-1,2,4-triazol-3-yl)cyclobutyl]phenyl]-8-methyl-6-[[(2R)-2-methylmorpholin-4-yl]methyl]chromen-4-one COC1CC(C1)(C1=NN=CN1C)C=1C=C(C=CC1)C1=COC2=C(C=C(C=C2C1=O)CN1C[C@H](OCC1)C)C